[N+](=O)([O-])[NH-] nitryl-amide